N1CC(C1)C=1C=CC(=NC1)[C@@H]1C[C@@H](C1)C(F)(F)F cis-5-(azetidin-3-yl)-2-[3-(trifluoromethyl)cyclobutyl]pyridine